4-{1-{2-[(4-cyanophenyl)amino]-2-oxoethyl}-1H-benzimidazol-2-yl}-N-(3-methoxyphenyl)benzamide C(#N)C1=CC=C(C=C1)NC(CN1C(=NC2=C1C=CC=C2)C2=CC=C(C(=O)NC1=CC(=CC=C1)OC)C=C2)=O